CN1N=C(C=C1N1C(C(=NC(=C1)C1=C2C=CNC2=CC=C1)N1[C@@H](COCC1)C)=O)C (R)-1-(1,3-dimethyl-1H-pyrazol-5-yl)-5-(1H-indol-4-yl)-3-(3-methylmorpholinyl)pyrazin-2(1H)-one